tert-Butyl 3-((2-bromo-6-methylpyridin-3-yl)carbamoyl)azetidine-1-carboxylate BrC1=NC(=CC=C1NC(=O)C1CN(C1)C(=O)OC(C)(C)C)C